N-(3-bromophenyl)-7-chloro-2-hydrazineylidene-N-methyl-1,2-dihydroquinazolin-4-amine BrC=1C=C(C=CC1)N(C1=NC(NC2=CC(=CC=C12)Cl)=NN)C